N-(1',2-dihydroxy-1,2'-binaphthyl-4'-yl)-4-methoxybenzenesulfonamide OC1=C(C=C(C2=CC=CC=C12)NS(=O)(=O)C1=CC=C(C=C1)OC)C1=C(C=CC2=CC=CC=C12)O